cobalt(III) tris(hexafluorophosphate) salt F[P-](F)(F)(F)(F)F.F[P-](F)(F)(F)(F)F.F[P-](F)(F)(F)(F)F.[Co+3]